1-cyclopropyl-5-(2,6-dichloro-4-nitrophenoxy)pyridin-2(1H)-one C1(CC1)N1C(C=CC(=C1)OC1=C(C=C(C=C1Cl)[N+](=O)[O-])Cl)=O